CN(C1CCNCC1)C1=CC=CC=C1 Methyl-phenyl-piperidin-4-yl-amine